2-(2-(Difluoromethyl)cyclopropyl)-2-methyl-propionic acid FC(C1C(C1)C(C(=O)O)(C)C)F